ClC=1C(=C2C(=NC1C)CN(C2)C(=O)[C@H]2CN(CC2)C2=CC=NC=C2)C (3-Chloro-2,4-dimethyl-5,7-dihydropyrrolo[3,4-b]pyridin-6-yl)-[(3R)-1-(4-pyridyl)pyrrolidin-3-yl]methanon